tert-Butyl 3-(8-{2-[ethyl(isopropyl)carbamoyl]-4-fluorophenyl}-3-methylimidazo[1,5-a]pyridin-6-yl)azetidine-1-carboxylate C(C)N(C(=O)C1=C(C=CC(=C1)F)C=1C=2N(C=C(C1)C1CN(C1)C(=O)OC(C)(C)C)C(=NC2)C)C(C)C